(2-oxo-2-phenyl-1λ2-ethyl)-D-proline O=C([C]N1[C@H](CCC1)C(=O)O)C1=CC=CC=C1